Br.N1N=CC=C1C(=O)O pyrazole-5-carboxylate HBr